OC1=CNC=C1 3-hydroxy-pyrrol